(S)-3-(4-fluoro-3'-(trifluoromethoxy)biphenyl-3-yl)-3-(3-(4-hydroxy-1-methyl-2-oxo-1,2-dihydropyridin-3-yl)ureido)propanoic acid ethyl ester C(C)OC(C[C@H](NC(=O)NC=1C(N(C=CC1O)C)=O)C=1C=C(C=CC1F)C1=CC(=CC=C1)OC(F)(F)F)=O